IC1=C(C=2N(C=C1)C(=NN2)C)OC 7-Iodo-8-methoxy-3-methyl-[1,2,4]triazolo[4,3-a]pyridine